4,6-dichloro-1-(tetrahydro-2H-thiopyran-4-yl)-1H-pyrazolo[3,4-d]pyrimidine ClC1=C2C(=NC(=N1)Cl)N(N=C2)C2CCSCC2